5-((1-(4-((3R,4S)-3-Methoxy-4-(methylamino)pyrrolidin-1-yl)phenyl)-1H-imidazol-4-yl)amino)pyrazine-2-carbonitrile CO[C@@H]1CN(C[C@@H]1NC)C1=CC=C(C=C1)N1C=NC(=C1)NC=1N=CC(=NC1)C#N